2-[3-(4,4,5,5-Tetramethyl-1,3,2-dioxaborolan-2-yl)phenyl]-1,3,4-oxadiazole CC1(OB(OC1(C)C)C=1C=C(C=CC1)C=1OC=NN1)C